FC(C(=O)O)(F)F.O=C1OC2=C(N1)C=C(C=C2)NC2=NC(=NC=C2F)NC=2C=C1CCC(NC1=CC2)=O 6-(4-(2,3-dihydro-2-oxobenzo[d]oxazol-5-ylamino)-5-fluoropyrimidin-2-ylamino)-3,4-dihydroquinolin-2(1H)-one trifluoroacetate salt